C(C)(C)(C)OC(=O)N1C[C@@H](CCC1)N1C2=C(OCC1)C=C(N=N2)C2=C(C=C(C=C2C)C#N)O (3R)-3-[3-(4-cyano-2-hydroxy-6-methyl-phenyl)-6,7-dihydropyridazino[4,3-b][1,4]oxazin-8-yl]piperidine-1-carboxylic acid tert-butyl ester